4-(3,3-Difluorocyclobutoxy)-2,2-difluoro-7-(trifluoromethylsulfanyl)-2,3-dihydro-1H-inden-1-ol FC1(CC(C1)OC1=C2CC(C(C2=C(C=C1)SC(F)(F)F)O)(F)F)F